CN1C(C2=NC(=C(C=C2C1)NC(=O)C=1C=NN2C1N=CC=C2)N2CCOCC2)=O N-(6-Methyl-2-morpholino-7-oxo-6,7-dihydro-5H-pyrrolo[3,4-b]pyridin-3-yl)pyrazolo[1,5-a]pyrimidine-3-carboxamide